5-[4-[3-dimethylphosphoryl-5-(1H-pyrazol-4-yl)-1-piperidinyl]pyrimidin-2-yl]-2-(trifluoromethyl)imidazo[2,1-b]thiazole CP(=O)(C)C1CN(CC(C1)C=1C=NNC1)C1=NC(=NC=C1)C1=CN=C2SC(=CN21)C(F)(F)F